2-[2-(trifluoromethoxy)phenyl][1,2,4]triazolo[1,5-c]quinazolin FC(OC1=C(C=CC=C1)C1=NN2C=NC=3C=CC=CC3C2=N1)(F)F